3,4-difluoro-5-butoxythiophenol FC=1C=C(C=C(C1F)OCCCC)S